BrC1=CC=C(C=C1)CON1C(N(C=C1)OCC1=CC=C(C=C1)Br)CC 1,3-bis-[4-bromophenyl-methoxy]-2-ethylimidazole